(R)-6-(3-(1-methyl-1H-pyrazol-4-yl)isoxazolidin-2-yl)-N-(4-(4-methylpiperazin-1-yl)phenyl)pyrimidin-4-amine CN1N=CC(=C1)[C@@H]1N(OCC1)C1=CC(=NC=N1)NC1=CC=C(C=C1)N1CCN(CC1)C